FC1([C@@H](CN(CC1)CC1=CC(=C2CN(C(C2=C1)=O)C=1C=C(C=CC1)C1(CC(C1)C#N)C1=NN=CN1C)C(F)(F)F)C)F (1R,3r)-3-(3-(6-(((R)-4,4-difluoro-3-methylpiperidin-1-yl)methyl)-1-oxo-4-(trifluoromethyl)isoindolin-2-yl)phenyl)-3-(4-methyl-4H-1,2,4-triazol-3-yl)cyclobutane-1-carbonitrile